NC=1C=C(C=CC1N)C1=CC(=C(N)C=C1)N 3,3'-diamino-benzidine